C12C(CC(CC1)C2)C(C(S(=O)(=O)[O-])(F)F)(F)F.C2(=CC=CC=C2)[S+](C2=CC=CC=C2)C2=CC=CC=C2 triphenylsulfonium 2-bicyclo[2.2.1]hept-2-yl-1,1,2,2-tetrafluoroethanesulfonate